N-((1,2,3,5,6,7-hexahydro-s-indacen-4-yl)carbamoyl)-1-(3-(4,4,5,5-tetramethyl-1,3,2-dioxaborolan-2-yl)propyl)-1H-pyrazole-3-sulfonamide C1CCC2=C(C=3CCCC3C=C12)NC(=O)NS(=O)(=O)C1=NN(C=C1)CCCB1OC(C(O1)(C)C)(C)C